3-[(Z)-2-(5-Aminopyrazin-2-yl)-2-fluoroethenyl]-4-(difluoromethoxy)benzoic acid NC=1N=CC(=NC1)/C(=C/C=1C=C(C(=O)O)C=CC1OC(F)F)/F